3-fluoro-4-methoxy-pyridine-2-carbonitrile FC=1C(=NC=CC1OC)C#N